C(C)N1CCC(CC1)C1=C(C2=C(NC(=N2)C=2C3=C(C=NC2OC)C(=CN3)C#N)C=C1)OCC(C)C 7-(5-(1-ethylpiperidin-4-yl)-4-isobutoxy-1H-benzo[d]imidazol-2-yl)-6-methoxy-1H-pyrrolo[3,2-c]pyridine-3-carbonitrile